N,N'-bis(naphthalen-1-yl)-N,N'-bis(phenyl)benzidine C1(=CC=CC2=CC=CC=C12)N(C1=CC=C(C=C1)C1=CC=C(N(C2=CC=CC=C2)C2=CC=CC3=CC=CC=C23)C=C1)C1=CC=CC=C1